(E)-dodecane-10-en-1-yl acrylate C(C=C)(=O)OCCCCCCCCC\C=C\C